ClC1=CC=C(C=C1)C1=C(CCC(C1)(C)C)CN1CC(N(CC1)CC=1C=C2CN(C(C2=C(C1)F)=O)C1C(NC(CC1)=O)=O)C(F)(F)F 3-(5-((4-((4'-chloro-5,5-dimethyl-3,4,5,6-tetrahydro-[1,1'-biphenyl]-2-yl)methyl)-2-(trifluoromethyl)piperazin-1-yl)methyl)-7-fluoro-1-oxoisoindolin-2-yl)piperidine-2,6-dione